CN1C(=O)N(C(=O)C=C1N)C 1,3-dimethyl-6-aminouracil